bis(2,3-epoxycyclopentyl) ether C1(C2C(CC1)O2)OC2C1C(CC2)O1